pyridone hydrochloride Cl.N1C(C=CC=C1)=O